Anthracene-7-ylboronic acid C1=CC=CC2=CC3=CC=C(C=C3C=C12)B(O)O